tert-butyl (S)-(2-amino-1-(4-chloro-3-(5-(difluoromethyl)-1H-1,2,4-triazol-1-yl)phenyl)ethyl)carbamate NC[C@H](C1=CC(=C(C=C1)Cl)N1N=CN=C1C(F)F)NC(OC(C)(C)C)=O